OC=1NNCC1 3-hydroxy-pyrazoline